ClC1=CC=C(C=C1)C1=CC=C(C=C1)NC=1C2=C(N=C(N1)N1CCOCC1)C(N(C2)C(C)C)=O 4-[(4'-chloro[1,1'-biphenyl]-4-yl)amino]-2-(morpholin-4-yl)-6-(propan-2-yl)-5,6-dihydro-7H-pyrrolo[3,4-d]pyrimidin-7-one